C(=C)OCCCCCCCCCC n-decyl vinyl ether